(S)-3-(2-chloro-5-(trifluoromethyl)pyrimidin-4-ylamino)-N-(1-cyclopropyl-2,2,2-trifluoroethyl)propanamide ClC1=NC=C(C(=N1)NCCC(=O)N[C@H](C(F)(F)F)C1CC1)C(F)(F)F